FC1(C[C@H]([C@H](N(C1)C=O)CNC1=NC=C(C=N1)C(F)(F)F)C)F ((2S,3R)-5,5-difluoro-3-methyl-2-(((5-(trifluoromethyl)pyrimidin-2-yl)amino)methyl)piperidin-1-yl)methanone